N-[6-(5-fluoro-3-pyridinyl)-2-(trifluoromethyl)-3-pyridinyl]-N-methyl-carbamic acid tert-butyl ester C(C)(C)(C)OC(N(C)C=1C(=NC(=CC1)C=1C=NC=C(C1)F)C(F)(F)F)=O